2-[[5-bromo-4-(1-piperidinyl)-3-(1-tetrahydropyran-2-ylpyrazol-3-yl)pyrrolo[2,3-b]pyridin-1-yl]methoxy]ethyl-trimethyl-silane BrC=1C(=C2C(=NC1)N(C=C2C2=NN(C=C2)C2OCCCC2)COCC[Si](C)(C)C)N2CCCCC2